C(C1=CC=CC=C1)OC(=O)N1CCC(CC1)CN1[C@@H](CN(C[C@@H]1C)C1=NC=CC(=C1)C1=NNC2=CC=C(C=C12)[N+](=O)[O-])C 4-[[(2R,6S)-2,6-dimethyl-4-[4-(5-nitro-1H-indazol-3-yl)-2-pyridinyl]piperazin-1-yl]methyl]piperidine-1-carboxylic acid benzyl ester